C(#N)C1=C(C=C(C=C1)[C@H](C)NC(=O)C=1C=NC2=C(N=C(C=C2C1N1CCN[C@H](CC1)C)C)C1CC1)C(F)(F)F N-{(S)-1-[4-cyano-3-(trifluoromethyl)phenyl]ethyl}-4-[(S)-5-methyl-1,4-diazepan-1-yl]-8-cyclopropyl-6-methyl-1,7-diaza-3-naphthamide